4-((3-isopropyl-5-(trifluoromethyl)pyrazolo[1,5-a]pyrimidin-7-yl)amino)piperidine-1-carboxylic acid (E)-(1-(4-(dimethylamino)but-2-enoyl)-3-fluoroazetidine-3-yl)methyl ester CN(C/C=C/C(=O)N1CC(C1)(F)COC(=O)N1CCC(CC1)NC1=CC(=NC=2N1N=CC2C(C)C)C(F)(F)F)C